((1R,3s,5S)-8-(thiophen-2-ylmethyl)-8-azabicyclo[3.2.1]oct-3-yl)-1H-indole-6-carboxamide S1C(=CC=C1)CN1[C@H]2CC(C[C@@H]1CC2)N2C=CC1=CC=C(C=C21)C(=O)N